1-(4-Bromofuro[2,3-f][1]benzofuran-8-yl)propan BrC1=C2C(=C(C=3C=COC31)CCC)OC=C2